2-(4-(2-fluoro-4-hydroxy-5-methoxyphenyl)-3-methyl-2-oxo-6-(trifluoromethyl)-2,3-dihydro-1H-benzo[d]imidazol-1-yl)-N-(4-fluorophenyl)acetamide FC1=C(C=C(C(=C1)O)OC)C1=CC(=CC=2N(C(N(C21)C)=O)CC(=O)NC2=CC=C(C=C2)F)C(F)(F)F